2-[(1S,4S,5R)-5-{[5-cyclopropyl-3-(2,6-dichlorophenyl)-1,2-oxazol-4-yl]methoxy}-2-azabicyclo[2.2.1]heptan-2-yl]-4-ethoxy-1,3-benzothiazole-6-carboxylic acid C1(CC1)C1=C(C(=NO1)C1=C(C=CC=C1Cl)Cl)CO[C@H]1[C@@H]2CN([C@H](C1)C2)C=2SC1=C(N2)C(=CC(=C1)C(=O)O)OCC